BrC1=C(C=O)C(=CC=C1)OC 2-BROMO-6-METHOXYBENZALDEHYDE